(2-(1-(3-cyano-6,7-dimethoxyquinolin-4-yl)piperidin-4-yl)ethyl)phosphonic acid C(#N)C=1C=NC2=CC(=C(C=C2C1N1CCC(CC1)CCP(O)(O)=O)OC)OC